CN(CCCCCC1=C(C(=NC2=CC=CC=C12)N)CCCCC)C (5-(dimethylamino)pentyl)-3-pentylquinolin-2-amine